(3R,6S,7R)-12-(benzyloxy)-N-(2,4-difluorobenzyl)-6-methoxy-3-methyl-1,11-dioxo-1,4,5,6,7,11-hexahydro-3H-2,7-methanopyrido[1,2-a][1,4]diazonine-10-carboxamide C(C1=CC=CC=C1)OC=1C(C(=CN2C1C(N1[C@@H](CC[C@@H]([C@H]2C1)OC)C)=O)C(=O)NCC1=C(C=C(C=C1)F)F)=O